OC(CC(CC)(C1=CC=CC=C1)C1=CC=CC=C1)O dihydroxydiphenyl-diethyl-methane